docosyl-(trans-1-undecanol) C(CCCCCCCCCCCCCCCCCCCCC)C(CCCCCCCCCC)O